FC1=C(C=CC=C1)[C@H]1[C@H](C1)N(C([O-])=O)C(CC)OC 1-(2-fluorophenyl)-(S)-1-methoxypropyl-(S)-2-cyclopropylcarbamate